sec-butyltri-n-butylammonium hydroxide [OH-].C(C)(CC)[N+](CCCC)(CCCC)CCCC